ClC1=CC(=C(C=C1Cl)C(NC(C(F)(F)F)=O)C1CCNCC1)OC N-[(4,5-dichloro-2-methoxyphenyl)(piperidin-4-yl)methyl]-2,2,2-trifluoroacetamide